C1(CC1)N1C=C2C(=NN(C(C2=C(C1=O)OC(C)C)=O)C)NC(C)C1=C(C(=CC=C1)C(F)(F)F)C 6-cyclopropyl-8-isopropoxy-2-methyl-4-((1-(2-methyl-3-(trifluoromethyl)phenyl)ethyl)amino)-2,6-dihydropyrido[3,4-d]pyridazine-1,7-dione